NCC1CC(CC(C1)CN)CN 1,3,5-Tris(aminomethyl)-cyclohexan